(3R,4S)-9-[(2-benzyloxy-5-propyl-phenyl)methyl]-4-(dimethylamino)-3-methyl-1-oxa-9-azaspiro[5.5]undecan-3-ol C(C1=CC=CC=C1)OC1=C(C=C(C=C1)CCC)CN1CCC2(C[C@@H]([C@](CO2)(O)C)N(C)C)CC1